[C@H]12C=C[C@H](CC1)C2 (1S,4R)-bicyclo[2.2.1]hept-2-ene